FC(\C=C\Cl)(F)F trans-1,1,1-trifluoro-3-chloropropene